N-(3-(benzyl(methyl)amino)bicyclo[1.1.1]pentan-1-yl)-2-(4-chloro-3-fluorophenoxy)acetamide C(C1=CC=CC=C1)N(C12CC(C1)(C2)NC(COC2=CC(=C(C=C2)Cl)F)=O)C